C(C=C)OC1=CC=C(C(=O)Cl)C=C1 4-(allyloxy)benzoyl chloride